C(C1=CC=CC=C1)OC(=O)NCCCC1=CC=C(C=C1)C1=CC=C(C=C1)CCC(=O)OCC ethyl 3-(4'-(3-(((benzyloxy)carbonyl)amino)propyl)-[1,1'-biphenyl]-4-yl)propanoate